4-amino-2-chloro-4'-methoxybenzophenone NC1=CC(=C(C(=O)C2=CC=C(C=C2)OC)C=C1)Cl